C(#N)[C@H](C[C@H]1C(NCC1)=O)NC(=O)[C@H]1N([C@@H]2CC([C@H]1CC2)(F)F)C([C@H](CC2CC2)NC=2C=NC=C(C2)C)=O (1S,3S,4S)-N-((S)-1-cyano-2-((S)-2-oxopyrrolidin-3-yl)ethyl)-2-((S)-3-cyclopropyl-2-((5-methylpyridin-3-yl)amino)propanoyl)-5,5-difluoro-2-azabicyclo[2.2.2]octane-3-carboxamide